4-(2-(2,2,2-trifluoroethoxy)pyridin-4-yl)tetrahydro-2H-pyran-4-amine trifluoroacetate FC(C(=O)O)(F)F.FC(COC1=NC=CC(=C1)C1(CCOCC1)N)(F)F